C(C)(C)(C)OC(=O)N1C[C@H](CC1)[C@@H](C(=O)OC(C)(C)C)CC1=CC(=C(C=C1)OC)CON (R)-3-((S)-3-(3-((aminooxy)methyl)-4-methoxyphenyl)-1-(tert-butoxy)-1-oxopropan-2-yl)pyrrolidine-1-carboxylic acid tert-butyl ester